C(CCCCC(=O)N1C(CCC1)=O)(=O)N1C(CCC1)=O adipyl-dipyrrolidone